Cl.NC1=NC2=CC=CC(=C2C=C1CCCCC)CCCCCN(CCOCCOCCOCCOCCOCCOCCC(=O)O)C 27-(2-amino-3-pentylquinolin-5-yl)-22-methyl-4,7,10,13,16,19-hexaoxa-22-azaheptacosanoic acid hydrochloride